ClC=1C=NC(=NC1)OC1=C(C=C(C=C1)NC(=O)NC(=O)C1CC(C1)OCC1CC1)C N-((4-((5-chloropyrimidin-2-yl)oxy)-3-methylphenyl)carbamoyl)-3-(cyclopropylmethoxy)cyclobutane-1-carboxamide